4-((2-chloro-3-nitropyridin-4-yl)oxy)-5-methyl-1-(tetrahydro-2H-pyran-2-yl)-1H-indazole ClC1=NC=CC(=C1[N+](=O)[O-])OC1=C2C=NN(C2=CC=C1C)C1OCCCC1